O1-tert-butyl O2-methyl (2S,4S)-4-[(2-bromo-4-pyridyl)oxy]pyrrolidine-1,2-dicarboxylate BrC1=NC=CC(=C1)O[C@H]1C[C@H](N(C1)C(=O)OC(C)(C)C)C(=O)OC